1-(4-(trifluoromethyl)phenyl)-2-oxaspiro[5.5]undecane-3,5-dione FC(C1=CC=C(C=C1)C1OC(CC(C12CCCCC2)=O)=O)(F)F